N-(3-chloro-5-(methylsulfonyl)phenyl)-1-(5-(N,N-dimethylaminosulfonyl)pyridin-2-yl)-1H-pyrazole-4-carboxamide ClC=1C=C(C=C(C1)S(=O)(=O)C)NC(=O)C=1C=NN(C1)C1=NC=C(C=C1)S(=O)(=O)N(C)C